4-fluoro-5-nitrobenzamide FC1=CC=C(C(=O)N)C=C1[N+](=O)[O-]